CC1=C(C=C(C=C1)NC(=O)N1C[C@@H](CC1)CC(F)(F)F)C1=CC(=NC(=C1)N1CCOCC1)C=1N=CN(C1)C (3S)-N-(4-methyl-3-[2-(1-methylimidazol-4-yl)-6-(morpholin-4-yl)pyridin-4-yl]phenyl)-3-(2,2,2-trifluoroethyl)pyrrolidine-1-carboxamide